C(=C)C=1C=CC2=C(N=C3N2C=CC(=C3)N3CC(C3)OCCO)C1 2-((1-(7-Vinylbenzo[4,5]imidazo[1,2-a]pyridin-3-yl)azetidin-3-yl)oxy)ethanol